tert-butyl 3-((1-(6-((tert-butoxycarbonyl)amino)hexan-2-yl)-7-(5-methyl-1,3,4-oxadiazol-2-yl)-1H-benzo[d]imidazol-2-yl)carbamoyl)benzoate C(C)(C)(C)OC(=O)NCCCCC(C)N1C(=NC2=C1C(=CC=C2)C=2OC(=NN2)C)NC(=O)C=2C=C(C(=O)OC(C)(C)C)C=CC2